7-(2-(methoxycarbonyl)phenyl)-4H-thieno[3,4-c]chromene-8-carboxylic acid COC(=O)C1=C(C=CC=C1)C=1C(=CC=2C=3C(COC2C1)=CSC3)C(=O)O